FC1=C(C=CC(=C1)OC1=CC=CC=C1)C=1N=C(N2N=CN=C(C21)N)[C@@H]2CC[C@@H](CC2)N2C[C@@H](NCC2)C 5-(2-Fluoro-4-phenoxyphenyl)-7-((cis)-4-((S)-3-methylpiperazin-1-yl)cyclohexyl)imidazo[5,1-f][1,2,4]triazin-4-amine